FC=1C=C2CC(CC2=CC1F)NC1=NC=C(C=N1)C1=NN=C(O1)N1CC(C1)O 1-(5-(2-((5,6-difluoro-2,3-dihydro-1H-inden-2-yl)amino)pyrimidin-5-yl)-1,3,4-oxadiazol-2-yl)azetidin-3-ol